CN(C=1C=C(CN2C[C@@H](N(C[C@H]2C)C2=CC(N(C=3C=CC(=NC23)C#N)C)=O)C)C=CC1)C 8-((2S,5R)-4-(3-(dimethylamino)benzyl)-2,5-dimethylpiperazin-1-yl)-5-methyl-6-oxo-5,6-dihydro-1,5-naphthyridine-2-carbonitrile